naphthalen-1-yl-5-(4-hydroxyphenyl)-6-(4-(6-selenocyano-hexanamido) phenyl)-7-oxabicyclo[2.2.1]hept-5-ene-2-sulfonate C1(=CC=CC2=CC=CC=C12)OS(=O)(=O)C1C2C(=C(C(C1)O2)C2=CC=C(C=C2)O)C2=CC=C(C=C2)NC(CCCCC[Se]C#N)=O